C1(=CC=CC=C1)C1NCC2=CC(=CC=C12)C1=NC=CC(=N1)NC=1C=C2C=NNC2=CC1 phenyl-5-(4-((1H-indazol-5-yl)amino)pyrimidin-2-yl)isoindoline